NC=1N=C(C2=C(N1)C=NN2CC2=CC=C(C=1C=CC=NC21)C(=O)OC)NCCCC methyl 8-((5-amino-7-(butylamino)-1H-pyrazolo[4,3-d]pyrimidin-1-yl)methyl)quinoline-5-carboxylate